C(C)NC1C(CCC1)OC=1C=C2CN(C(C2=CC1)=O)C1C(NC(CC1)=O)=O 3-(5-((2-(ethylamino)cyclopentyl)oxy)-1-oxoisoindolin-2-yl)piperidine-2,6-dione